(picolinate) iridium (iii) [Ir+3].N1=C(C=CC=C1)C(=O)[O-].N1=C(C=CC=C1)C(=O)[O-].N1=C(C=CC=C1)C(=O)[O-]